[P+3].P(=O)([O-])([O-])[O-].[Fe+2].[Mn+2] manganese iron phosphate phosphorus